BrCC=1C(=NOC1C1CC1)C1=C(C=CC=C1C)F 4-(bromomethyl)-5-cyclopropyl-3-(2-fluoro-6-methylphenyl)-1,2-oxazole